[Cl-].C[N+]1(CCCC1)C 1,1-dimethyl-pyrrolidinium chloride